1-(2-{4-[(1-ethyl-1H-1,2,3-triazol-4-yl)methyl]-1,2-thiazol-3-yl}-5-fluorophenyl)ethan-1-one C(C)N1N=NC(=C1)CC=1C(=NSC1)C1=C(C=C(C=C1)F)C(C)=O